NC=1C=C(C=CC1)C(S(=O)(=O)N1CCC(CC1)NC=1C=C(C=CC1)C1=C(C(=C(S1)C(=O)O)OCC(=O)O)Cl)C1=CC=CC=C1 5-[3-[[1-[(3-aminophenyl)-phenyl-methyl]sulfonyl-4-piperidyl]amino]phenyl]-3-(carboxymethoxy)-4-chloro-thiophene-2-carboxylic acid